CC=1C=CC=2N(C3=CC=CC=C3C2C1)C1=C(C(=C(C(=C1N1C2=CC=CC=C2C=2C=C(C=CC12)C)N1C2=CC=CC=C2C=2C=C(C=CC12)C)N1C2=CC=CC=C2C=2C=C(C=CC12)C)C=1C=NC=CC1)C=1OC2=C(N1)C=CC=C2 2-(2,3,4,5-tetrakis(3-methyl-9H-carbazol-9-yl)-6-(pyridin-3-yl)phenyl)benzo[d]oxazole